N1-(2-fluorophenyl)-N2-((S)-4-methyl-1-(((S)-5-(methylsulfonyl)-2-oxo-1-(2,3,5,6-tetrafluorophenoxy)pentan-3-yl)amino)-1-oxopentan-2-yl)oxalamide FC1=C(C=CC=C1)NC(C(=O)N[C@H](C(=O)N[C@H](C(COC1=C(C(=CC(=C1F)F)F)F)=O)CCS(=O)(=O)C)CC(C)C)=O